C(C)C(C(=O)[O-])CCCC.[CH2+]CCC.[CH2+]CCC.C(C)C(C(=O)[O-])CCCC dibutylium 2-ethylhexanoate